N1CCC(=CC1)C=1N=CC(=NC1)C(=O)N 5-(1,2,3,6-tetrahydropyridin-4-yl)pyrazine-2-carboxamide